C(CCC)N1CCC(CC1)N(C(=O)C1=NNC2=CC=CC=C12)CC1=CC=C(C=C1)F N-(1-butylpiperidin-4-yl)-N-(4-fluorobenzyl)-1H-indazole-3-carboxamide